[(3R)-1,1-dioxo-2,3-dihydrothiophen-3-yl]-2-methoxy-8-(5-phenyl-1,3,4-oxadiazol-2-yl)quinoline-3-carboxamide O=S1(C[C@H](C=C1)C1=C(C(=NC2=C(C=CC=C12)C=1OC(=NN1)C1=CC=CC=C1)OC)C(=O)N)=O